(5-acrylamidopentyl)trimethylammonium iodide [I-].C(C=C)(=O)NCCCCC[N+](C)(C)C